C1(=CCC(C=C1)=P(OC1=C(C=C(C=C1)C(C)(C)C)C(C)(C)C)OP[O-])C1=CC=CC=C1 (2,4-di-t-butylphenyl) [1,1-biphenyl]-4,4-diyldiphosphonite